O=C([C@H](C)NC(OC(C)(C)C)=O)NC([2H])([2H])C1=C(C(=C(C(=C1[2H])[2H])[2H])[2H])[2H] Tertbutyl (S)-(1-oxo-1-(((phenyl-d5)methyl-d2)amino)propan-2-yl)carbamate